FC=1C=C2C=CN=CC2=C(C1)CCO 2-(6-fluoroisoquinolin-8-yl)ethan-1-ol